C1(CC1)C1=NOC=C1C1=NOC(=C1)[C@@H]1C(C12CCN(CC2)S(=O)(=O)N)(F)F (2R)-2-(3'-Cyclopropyl-3,4'-biisoxazol-5-yl)-1,1-difluoro-6-azaspiro[2.5]octan-6-sulfonamid